2-(5-((3-fluoroazetidin-1-yl)methyl)-2-oxopyridin-1(2H)-yl)-4-methylpentanoic acid Ethyl-2-(5-((3-fluoroazetidin-1-yl)methyl)-2-oxopyridin-1(2H)-yl)-4-methylpentanoate C(C)OC(C(CC(C)C)N1C(C=CC(=C1)CN1CC(C1)F)=O)=O.FC1CN(C1)CC=1C=CC(N(C1)C(C(=O)O)CC(C)C)=O